7-bromo-5-methoxy-3-methylbenzo[d]oxazol-2(3H)-one BrC1=CC(=CC=2N(C(OC21)=O)C)OC